4-((2-methoxyphenyl)amino)-N-methylnicotinamide COC1=C(C=CC=C1)NC1=CC=NC=C1C(=O)NC